ClC(CCl)OCC 1,2-dichloro-1-ethoxyethane